4-fluoro-[1,1'-biphenyl]-3-carbonitrile FC1=C(C=C(C=C1)C1=CC=CC=C1)C#N